FC1=C(C=C(C=C1)C(F)(F)F)NC(N)=O 3-(2-fluoro-5-(trifluoromethyl)phenyl)urea